C(C1=CC=CC=C1)OC(=O)C1N(C(C1)=O)C(N[C@H](C)C1=CC2=C(OC(O2)(F)F)C=C1)=O 1-{[(1R)-1-(2,2-difluoro-1,3-benzodioxol-5-yl)ethyl]Carbamoyl}-4-oxo-azetidine-2-carboxylic acid benzyl ester